3-methyl-4-(2-methyl-3-(3-methylbut-2-enamido)phenyl)-1H-indole-7-carboxamide CC1=CNC2=C(C=CC(=C12)C1=C(C(=CC=C1)NC(C=C(C)C)=O)C)C(=O)N